(rac)-tert-butyl ((1S,3R)-3-hydroxycyclohexyl)carbamate O[C@H]1C[C@H](CCC1)NC(OC(C)(C)C)=O |r|